(6'R)-6'-hydroxy-3'-(3-hydroxybutyl)-2',4',6'-trimethylspiro[cyclopropane-1,5'-inden]-7'(6'H)-one O[C@@]1(C2(C(=C3C(=C(C=C3C1=O)C)CCC(C)O)C)CC2)C